2-(methylsulfinyl)-9-(tetrahydro-2H-pyran-4-yl)-7-(2,2,2-trifluoroethyl)-7,9-dihydro-8H-purin-8-one CS(=O)C1=NC=C2N(C(N(C2=N1)C1CCOCC1)=O)CC(F)(F)F